NC1=NC=C(C=C1O)F 2-amino-5-fluoropyridin-3-ol